C(C)N1CCN(CC1)C=1SC=2CN(CCC2N1)C1=NC2=CC=CC=C2C=C1 2-[2-(4-ethyl-piperazin-1-yl)-6,7-dihydro-4H-thiazolo[5,4-c]pyridin-5-yl]-quinoline